methyl N-[4-carbamoyl-1-[4-(cyanomethyl)-1-[[4-(cyclohexen-1-yl)-3-hydroxy-phenyl]methyl]-3-fluoro-4-piperidyl]pyrazol-3-yl]carbamate C(N)(=O)C=1C(=NN(C1)C1(C(CN(CC1)CC1=CC(=C(C=C1)C1=CCCCC1)O)F)CC#N)NC(OC)=O